di-o-tolyl butyl phosphate P(=O)(OC1=C(C=CC=C1)C)(OC1=C(C=CC=C1)C)OCCCC